C(C)(C)N([C@@H]1[C@H](CCCC1)N(C=1C=CC=C2C=CC(=NC12)C)C)CC1=NC(=CC=C1)C (1S,2S)-N1-isopropyl-N2-methyl-N1-((6-methylpyridin-2-yl)methyl)-N2-(2-methylquinolin-8-yl)cyclohexane-1,2-diamine